monocrotyl ether C(C=CC)OCC=CC